The molecule is a dodecanoate ester resulting from the formal condensation of the carboxy group of dodecanoic acid with the hydroxy group of 6-methylheptan-1-ol. It derives from a 6-methylheptan-1-ol. CCCCCCCCCCCC(=O)OCCCCCC(C)C